N-(4-methoxy-2-(2-(trifluoro-methoxy)eth-oxy)pyrimidin-5-yl)-7-methyl-quinolin-4-amine COC1=NC(=NC=C1NC1=CC=NC2=CC(=CC=C12)C)OCCOC(F)(F)F